5-(3-(difluoromethoxy)phenyl)-N-(3-(3,3-difluoro-2-methylallyl)-1,2,4-thiadiazol-5-yl)furan-3-carboxamide FC(OC=1C=C(C=CC1)C1=CC(=CO1)C(=O)NC1=NC(=NS1)CC(=C(F)F)C)F